((R)-6-(3-methoxy-4-methylphenyl)-2-azaspiro[3.4]octan-2-yl)methanon COC=1C=C(C=CC1C)[C@H]1CC2(CN(C2)C=O)CC1